1,1'-Dimethyl-4,4'-bipyridine CN1C=CC(C=C1)=C1C=CN(C=C1)C